C(C=C)(=O)NC1=C(C=CC=C1)NC(CCCCC(=O)O)=O 6-((2-acrylamidophenyl)amino)-6-oxohexanoic acid